N-(3-(Aminomethyl)-2,6-dimethylphenyl)-4-(2,5-dichlorophenyl)pyrimidine-2-carboxamide NCC=1C(=C(C(=CC1)C)NC(=O)C1=NC=CC(=N1)C1=C(C=CC(=C1)Cl)Cl)C